N-(5-((8-(4-fluoro-2-isopropoxyphenyl)quinazolin-2-yl)amino)-2-methylphenyl)terephthalamide FC1=CC(=C(C=C1)C=1C=CC=C2C=NC(=NC12)NC=1C=CC(=C(C1)NC(C1=CC=C(C(=O)N)C=C1)=O)C)OC(C)C